1-Ethylene carbonate C1(OCCO1)=O